(R)-(2-((6-acetyl-8-cyclopentyl-5-methyl-7-oxo-7,8-dihydropyrido[2,3-d]pyrimidin-2-yl)amino)-5,6,7,8-tetrahydroquinolin-6-yl)methyl methanesulfonate CS(=O)(=O)OC[C@H]1CC=2C=CC(=NC2CC1)NC=1N=CC2=C(N1)N(C(C(=C2C)C(C)=O)=O)C2CCCC2